6-((5-amino-2-methylphenyl)amino)-3-methylpyrido[3,2-d]pyrimidin-4(3H)-one NC=1C=CC(=C(C1)NC=1C=CC=2N=CN(C(C2N1)=O)C)C